[3H]phenanthrene C=1CCC=C2C3=CC=CC=C3C=CC12